COC(=O)C=1C=CC=2C3=C(C(NC2C1)=O)CCO3 4-oxo-2,3,4,5-tetrahydrofuro[3,2-c]quinoline-7-carboxylic acid methyl ester